3-(Thiazol-2-ylsulfanyl)pyridine-2-carbonitrile S1C(=NC=C1)SC=1C(=NC=CC1)C#N